NC1=C(C=CC=C1)CC#N 2-Aminophenyl-acetonitrile